3-(6-amino-1-methyl-indazol-3-yl)piperidine-2,6-dione NC1=CC=C2C(=NN(C2=C1)C)C1C(NC(CC1)=O)=O